FC1=C(C=CCN1C)N1CCN(CC1)CC=1C=C2NC(C=3N4C2=C(C1)CCC4=CC3)=O 6-fluoro-N-methyl-5-(4-((3-oxo-3,4,8,9-tetrahydroindolizino[6,5,4,3-ija]quinoxalin-6-yl)methyl)piperazin-1-yl)pyridine